C(#N)C1=CC2=C([NH+]=C(N2)C(F)(F)F)C=C1C#N.[Li+] lithium 5,6-dicyano-2-trifluoromethylbenzimidazolium